2-chloro-5-{[(2,2-dimethylpropionyl)amino]methyl}-N-{1-[5-(trifluoromethyl)pyridin-3-yl]-1H-indazol-4-yl}benzamide ClC1=C(C(=O)NC2=C3C=NN(C3=CC=C2)C=2C=NC=C(C2)C(F)(F)F)C=C(C=C1)CNC(C(C)(C)C)=O